BrC1=CC(=NN1C1=CC=C(C=C1)OC)N1C(=CC=C1C)C 5-Bromo-3-(2,5-dimethyl-1H-pyrrol-1-yl)-1-(4-methoxyphenyl)-1H-pyrazole